2-Ethynyl-N-methyl-N-(4-nitrophenylethyl)thiazole-4-carboxamide C(#C)C=1SC=C(N1)C(=O)N(CCC1=CC=C(C=C1)[N+](=O)[O-])C